CSC1=CC=C(C=C1)N1CN(CN(C1)C1=CC=C(C=C1)SC)C1=CC=C(C=C1)SC 1,3,5-tris(4-(methylthio)phenyl)-1,3,5-triazinane